1-[rac-(3aS,6aS)-1-(6-chloropyridazin-3-yl)-2,3,3a,5,6,6a-hexahydropyrrolo[3,2-b]pyrrol-4-yl]ethanone ClC1=CC=C(N=N1)N1[C@@H]2[C@H](CC1)N(CC2)C(C)=O |r|